ClC=1C=C(C=CC1)C(CC1=CC=CC=C1)(F)F (R)-2-(3-chlorophenyl)-2,2-difluoro-1-phenylethan